6,7,8-trimethoxy-2-(1H-pyrrol-2-yl)quinazolin-4(3H)-one COC=1C=C2C(NC(=NC2=C(C1OC)OC)C=1NC=CC1)=O